2-(3-Oxo-4,4-bis(phenylselanyl)butyl)isoindoline-1,3-dione O=C(CCN1C(C2=CC=CC=C2C1=O)=O)C([Se]C1=CC=CC=C1)[Se]C1=CC=CC=C1